(R)-4-(hydroxymethyl)oxazolidine OC[C@H]1NCOC1